C(C)(C)(C)OC(=O)N1CC(N(CC1)C1=C(C=NC=C1)C(=O)O)C 4-(4-tert-Butoxycarbonyl-2-methyl-piperazin-1-yl)pyridine-3-carboxylic acid